FC1=CC=C(C=C1)S(=O)(=O)OC1=CC=C(C=C1)C1=CN=C(S1)C=1C=NC=CC1 4-(2-(pyridin-3-yl)thiazol-5-yl)phenyl 4-fluorobenzenesulfonate